3-(ethylamino)-5-{2-[2-(5-methoxyquinoline-8-sulfonamido)phenyl]ethynyl}pyridine-2-carboxylic acid C(C)NC=1C(=NC=C(C1)C#CC1=C(C=CC=C1)NS(=O)(=O)C=1C=CC(=C2C=CC=NC12)OC)C(=O)O